FC1=C2C(NC(=NC2=CC(=C1)OCC1CCOCC1)CS[C@@H]1C[C@@H](C1)O)=O 5-Fluoro-2-((((cis)-3-hydroxycyclobutyl)thio)methyl)-7-((tetrahydro-2H-pyran-4-yl)methoxy)quinazolin-4(3H)-one